BrC1=C(C(=CC=C1)C(=C)C)F 1-bromo-2-fluoro-3-isopropenyl-benzene